CC1=NC2=CC(=CC=C2C(=N1)N1C[C@@H](CC1)NC(OC(C)(C)C)=O)NC (R)-tert-butyl (1-(2-methyl-7-(methylamino)quinazolin-4-yl)pyrrolidin-3-yl)carbamate